N-tetrahydrofuryl-methacrylamide O1C(CCC1)NC(C(=C)C)=O